piperazin-1-yl-1-methyl-1H-indazol-3-yl-piperidine N1(CCNCC1)C1N(CCCC1)C1=NN(C2=CC=CC=C12)C